C1(CC(C(CC1)C(C)C)OC(=O)[C@@H]1O[C@@H](CS1)N1C(=O)N=C(N)C(=C1)F)C (2R,5S)-5-(5-fluorocytosin-1-yl)-1,3-oxathiolan-2-carboxylic acid menthyl ester